2-methyl-N-[(1R)-1-[2-(1-methyl-1H-pyrazol-4-yl)quinolin-4-yl]ethyl]-4-({[(1,3-thiazol-4-yl)methyl]amino}methyl)benzamide CC1=C(C(=O)N[C@H](C)C2=CC(=NC3=CC=CC=C23)C=2C=NN(C2)C)C=CC(=C1)CNCC=1N=CSC1